ClC1=C(C=C(C=C1)NC(OC(C)(C)C)=O)C(NC1=C(C=C(C=C1)COC1=CC=CC=C1)C)=O tert-butyl (4-chloro-3-((2-methyl-4-(phenoxymethyl) phenyl)carbamoyl) phenyl)carbamate